Cl.COC1=NN(C=C1C1NCCC1)C 3-Methoxy-1-methyl-4-(pyrrolidin-2-yl)-1H-pyrazole, hydrochloride salt